6-(4-((2-(2,6-dioxopiperidin-3-yl)-4-fluoro-1,3-dioxoisoindolin-5-yl)methyl)piperazine-1-yl)-2-(4-phenoxyphenyl)nicotinamide O=C1NC(CCC1N1C(C2=CC=C(C(=C2C1=O)F)CN1CCN(CC1)C1=NC(=C(C(=O)N)C=C1)C1=CC=C(C=C1)OC1=CC=CC=C1)=O)=O